N-(4-chloro-2-(1H-pyrazol-1-yl)phenyl)-2-ethyl-2-methylbutyramide ClC1=CC(=C(C=C1)NC(C(CC)(C)CC)=O)N1N=CC=C1